2-(4-methoxyphenyl)pent-4-enamide COC1=CC=C(C=C1)C(C(=O)N)CC=C